C(C)(=O)NC1=CN(C2=CC=C(C=C12)CCOC(C)(C)C1CN(CC1)C(=O)OC(C)(C)C)C(=O)OC(C)(C)C tert-butyl 3-acetamido-5-(2-((2-(1-(tert-butoxycarbonyl)pyrrolidin-3-yl)propan-2-yl)oxy)ethyl)-1H-indole-1-carboxylate